2,2'-azobis(N-(2-carboxyethyl)-2-methyl-propionamidine)-tetrahydrate O.O.O.O.N(=NC(C(=N)NCCC(=O)O)(C)C)C(C(=N)NCCC(=O)O)(C)C